tert-butyl (S)-4-(7-(6-amino-3-chloropyridin-2-yl)-6-fluoro-1-(2-isopropyl-6-methylphenyl)-2-oxo-1,2-dihydropyrido[2,3-d]pyrimidin-4-yl)-3-methylpiperazine-1-carboxylate NC1=CC=C(C(=N1)C=1C(=CC2=C(N(C(N=C2N2[C@H](CN(CC2)C(=O)OC(C)(C)C)C)=O)C2=C(C=CC=C2C)C(C)C)N1)F)Cl